Cl.C(C1=CC=CC=C1)N(CCCl)CCCl N-benzyl-bis(2-chloroethyl)ammonia hydrochloride